(4-hydroxyphenyl)-pyridin-2-yl ketone OC1=CC=C(C=C1)C(=O)C1=NC=CC=C1